NC1=C(C(N(C2=NC(=CC=C21)C2CC2)C2=C1C=CN=C(C1=CC=C2)C2CC2)=O)C(=O)OC methyl 4-amino-7-cyclopropyl-1-(1-cyclopropylisoquinolin-5-yl)-2-oxopyrido[2,3-b]pyridin-3-carboxylate